tert-butyl 4-(5-(methoxycarbonyl) pyridin-3-yl)-2,2-dimethylpiperazine-1-carboxylate COC(=O)C=1C=C(C=NC1)N1CC(N(CC1)C(=O)OC(C)(C)C)(C)C